2-((4-chloro-5-fluoro-2-(2-methoxy-7-methylquinoxalin-5-yl)benzo[d]thiazol-6-yl)oxy)ethyl (pyridin-4-ylmethyl)carbamate N1=CC=C(C=C1)CNC(OCCOC1=CC2=C(N=C(S2)C2=C3N=CC(=NC3=CC(=C2)C)OC)C(=C1F)Cl)=O